(3S,6R,7R)-12-(benzyloxy)-6-methoxy-3-methyl-1,4,11-trioxo-N-(2,4,6-trifluorobenzyl)-1,4,5,6,7,11-hexahydro-3H-2,7-methanopyrido[1,2-a][1,4]diazonine-10-carboxamide C(C1=CC=CC=C1)OC=1C(C(=CN2C1C(N1[C@H](C(C[C@H]([C@H]2C1)OC)=O)C)=O)C(=O)NCC1=C(C=C(C=C1F)F)F)=O